4-(2-hydroxyethyloxy)cinnamic acid phenyl ester C1(=CC=CC=C1)OC(C=CC1=CC=C(C=C1)OCCO)=O